N4-[2-(4-cyclopentylpiperazin-1-yl)phenyl]-N1,N1-dimethylbenzene-1,4-disulfonamide C1(CCCC1)N1CCN(CC1)C1=C(C=CC=C1)NS(=O)(=O)C1=CC=C(C=C1)S(=O)(=O)N(C)C